6-chloro-4-[(3S,4R)-4-(4-chloro-2-fluoro-anilino)-3-methyl-1-piperidyl]-1-methyl-2-oxo-1,5-naphthyridine-3-carbonitrile ClC=1N=C2C(=C(C(N(C2=CC1)C)=O)C#N)N1C[C@@H]([C@@H](CC1)NC1=C(C=C(C=C1)Cl)F)C